(E)-7-(4-(2-(5-cyclopropyl-3-(3-(trifluoromethyl)pyridin-2-yl)isoxazol-4-yl)vinyl)piperidin-1-yl)isoquinoline-3-carboxylic acid C1(CC1)C1=C(C(=NO1)C1=NC=CC=C1C(F)(F)F)/C=C/C1CCN(CC1)C1=CC=C2C=C(N=CC2=C1)C(=O)O